tert-butyl (4S)-2-(4-fluoro-3,5-dimethylphenyl)-4-methyl-3-(2-oxotetrahydro-1H-imidazol-1-yl)-4,5,6,7-tetrahydropyrazolo[4,3-c]pyridine-5-carboxylate FC1=C(C=C(C=C1C)N1N=C2C([C@@H](N(CC2)C(=O)OC(C)(C)C)C)=C1N1C(NCC1)=O)C